trans-4-((4-(1-Cyclopropyl-1H-pyrazol-4-yl)pyridin-2-yl)((trans-4-(5-methoxy-6-methylpyridin-2-yl)cyclohexyl)methyl)carbamoyl)cyclohexanecarboxylic acid C1(CC1)N1N=CC(=C1)C1=CC(=NC=C1)N(C(=O)[C@@H]1CC[C@H](CC1)C(=O)O)C[C@@H]1CC[C@H](CC1)C1=NC(=C(C=C1)OC)C